FC1=C2CN(CC2=CC=C1OC)C1=CC=C(C=C1)OC 4-fluoro-5-methoxy-2-(4-methoxyphenyl)isoindoline